(6aR,8R,9S,9aR)-8-amino-2,2,4,4-tetraisopropylhexahydrocyclopenta[f][1,3,5,2,4]-trioxadisilocin-9-ol N[C@@H]1C[C@H]2[C@@H](O[Si](O[Si](OC2)(C(C)C)C(C)C)(C(C)C)C(C)C)[C@H]1O